1-[3-fluoro-4-(4-{2-[2-fluoro-5-(trifluoromethoxy)phenyl]acetamido}-1H-1,2,3-triazol-1-yl)butyl]-N-[(6-methylpyridin-3-yl)methyl]-1H-1,2,3-triazole-4-carboxamide FC(CCN1N=NC(=C1)C(=O)NCC=1C=NC(=CC1)C)CN1N=NC(=C1)NC(CC1=C(C=CC(=C1)OC(F)(F)F)F)=O